F[C@](C(=O)N)([C@@H](O)C1=CC=C(C=C1)F)C (2s,3s)-2-fluoro-3-(4-fluorophenyl)-3-hydroxy-2-methylpropanamide